N[C@H](C(=O)N1[C@@H](C[C@H](C1)O)C(=O)NCC1=C(C=C(C=C1)C#C)Cl)C(C)(C)C (2S,4R)-1-((S)-2-amino-3,3-dimethylbutanoyl)-N-(2-chloro-4-ethynylbenzyl)-4-hydroxypyrrolidine-2-carboxamide